4-amino-2-(4-methylacrylamidophenyl)-N,N-dimethyl-3-(4-((4-methylpyrimidin-2-yl)oxy)phenyl)thieno[3,2-c]pyridine-7-carboxamide NC1=NC=C(C2=C1C(=C(S2)C2=CC=C(C=C2)NC(C=CC)=O)C2=CC=C(C=C2)OC2=NC=CC(=N2)C)C(=O)N(C)C